C(#N)C1=NC2=CC(=CC(=C2N=C1N1CC2(CC2(F)F)C1)[C@@H](C)NC1=C(C(=O)O)C=CC=C1)C (R)-2-((1-(2-cyano-3-(1,1-difluoro-5-azaspiro[2.3]hexan-5-yl)-7-meth-ylquinoxalin-5-yl)ethyl)amino)-benzoic acid